O[C@H]1CN(CC1)C(CC1=CC=C(C=C1)NC(OCC1=CC=C(C=C1)Cl)=O)=O 4-chlorobenzyl (R)-(4-(2-(3-hydroxypyrrolidin-1-yl)-2-oxoethyl)phenyl)carbamate